N=1OC(=C2[N+]1[C@@H]1[C@H](CC2)C1)[O-] |r| racemic-(5aR,6aS)-5,5a,6,6a-tetrahydro-4H-cyclopropa[e][1,2,3]oxadiazolo[3,4-a]pyridin-7-ium-3-olate